Cl.NC/C(/CN1N=CN(C1=O)C1=CC(=NC=C1)C1=CC(=CC=C1)C1=NOC(=N1)C(C)C)=C\F 2-[(2E)-2-(aminomethyl)-3-fluoroprop-2-en-1-yl]-4-(2-{3-[5-(propan-2-yl)-1,2,4-oxadiazol-3-yl]phenyl}pyridin-4-yl)-2,4-dihydro-3H-1,2,4-triazol-3-one hydrochloride